O1C=C(C=C1)C1=CC2=C(C(=C(O2)C(=O)NCC2CCNCC2)C)C=C1 6-(furan-3-yl)-N-(hexahydropyridin-4-ylmethyl)-3-methyl-1-benzofuran-2-carboxamide